4-(2,3-dichlorophenyl)-N-(2-((3,4-dimethoxyphenyl)amino)-2-oxoethyl)piperazine-1-carboxamide ClC1=C(C=CC=C1Cl)N1CCN(CC1)C(=O)NCC(=O)NC1=CC(=C(C=C1)OC)OC